C(C1=CC=CC=C1)OC(NCCC1=CC=C(C=C1)OCCBr)=O 4-(2-Bromoethoxy)phenethylcarbamic acid benzyl ester